isopropylbiphenol tetrachloride [Cl-].[Cl-].[Cl-].[Cl-].C(C)(C)C1=C(C(=CC=C1)O)C=1C(=CC=CC1)O